S1C([N-]C=C1)CC(=O)O 3-thiazolidylacetic acid